tyrosine-d4 N([C@@](C(C1=CC=C(C=C1)O)[2H])(C(=O)O)[2H])([2H])[2H]